sodium 2,2'-methylenebis(4,6-dimethylphenyl) phosphate P1(=O)(OC2=C(C=C(C=C2C)C)CC2=C(C(=CC(=C2)C)C)O1)[O-].[Na+]